FC(F)(F)C=1C(=NC=CC1)N (trifluoromethyl)pyridin-2-amine